N1(N=CC=C1)C=1C=C(C=CC1)C1=NC(=C2N=C(N(C2=N1)CC)C(C)O)N1CCOCC1 1-(2-(3-(1H-pyrazol-1-yl)phenyl)-9-ethyl-6-morpholino-9H-purin-8-yl)ethan-1-ol